3-(2-(2'-fluoro-[1,1'-biphenyl]-4-yl)ethyl)-5-(1H-indazol-7-yl)-1,2,4-oxadiazole FC1=C(C=CC=C1)C1=CC=C(C=C1)CCC1=NOC(=N1)C=1C=CC=C2C=NNC12